C12CC3CC(CC(C1)C3)C2.[N].[N].[N].[N] tetranitrogen adamantane